(6S)-1'-(6-methyl-7-phenyl-pyrazolo[1,5-a]pyrazin-4-yl)spiro[4,6-dihydrocyclopenta[d]thiazole-5,4'-piperidine]-6-amine hydrochloride Cl.CC=1N=C(C=2N(C1C1=CC=CC=C1)N=CC2)N2CCC1(CC2)[C@@H](C2=C(N=CS2)C1)N